16-fluoro-5-[4-(4-methylpiperazin-1-yl)piperidin-1-yl]-7,11-dioxa-19,22,23-triazapentacyclo[16.5.2.12,6.012,17.021,24]hexacosa-1(23),2,4,6(26),12(17),13,15,18,20,24-decaene FC1=CC=CC=2OCCCOC=3C(=CC=C(C4=NNC5=CN=C(C12)C=C45)C3)N3CCC(CC3)N3CCN(CC3)C